FC1=C(C=CC=C1)CNC(=O)N1CC=2CN(CC2C1)S(=O)(=O)C=1C=NC(=CC1)C(F)(F)F N-[(2-fluorophenyl)methyl]-5-{[6-(trifluoromethyl)pyridin-3-yl]sulfonyl}-1H,2H,3H,4H,5H,6H-pyrrolo[3,4-c]pyrrole-2-carboxamide